BrC=1C=C2N(N=C(C=C2N(C(OC(C)(C)C)=O)CC=2SC=CN2)Cl)C1 tert-butyl (6-bromo-2-chloropyrrolo[1,2-b]pyridazin-4-yl)(thiazol-2-ylmethyl)carbamate